C(CCC\C=C/CC)OC(CCCC(=O)OCCCCCCCN(CCCCCC(=O)OCCCCCCCCCCC)CCO)OCCCC\C=C/CC undecyl 6-((7-((5,5-bis(((Z)-oct-5-en-1-yl)oxy)pentanoyl)oxy)heptyl)(2-hydroxyethyl)amino)hexanoate